BrC=1C(=CC(=C(C1)NC(OC(C)(C)C)=O)C(C(F)(F)F)(C#CC1CC1)O)Cl tert-butyl (5-bromo-4-chloro-2-(4-cyclopropyl-1,1,1-trifluoro-2-hydroxybut-3-yn-2-yl)phenyl)carbamate